OCCCCCCCCCCCCCCC(=O)[O-].[Al+3].OCCCCCCCCCCCCCCC(=O)[O-].OCCCCCCCCCCCCCCC(=O)[O-] aluminum 15-hydroxypentadecanoate